(7R,14R)-1-(difluoromethoxy)-11-((R)-4-hydroxy-3-methylbut-1-yn-1-yl)-6-(methyl-d3)-6,7-dihydro-7,14-methanobenzo[f]benzo[4,5]imidazo[1,2-a][1,4]diazocin-5(14H)-one FC(OC1=CC=CC=2C(N([C@H]3C=4N([C@@H](C21)C3)C3=C(N4)C=CC(=C3)C#C[C@H](CO)C)C([2H])([2H])[2H])=O)F